COC=1C=C2C(N=C(NC2=CC1OC)C1=CC=CC=C1)=O 6,7-dimethoxy-2-phenylquinazolin-4(1H)-one